ClC=1C=C2C(=CN=C(C2=CN1)N1CC(CC1)(F)F)C(C)C 6-chloro-1-(3,3-difluoropyrrolidin-1-yl)-4-isopropyl-2,7-naphthyridine